C1(=CC=CC=C1)S(=O)(=O)OCC(C(COC(C1=CC=CC=C1)=O)CC)CC 2,3-diethyl-1,4-butanediol benzoate benzenesulfonate